(S)-N-(5-chloropyridin-2-yl)-2-((R)-4,4-difluoro-3-(5-oxo-4,5-dihydropyrazin-2-yl)piperidin-1-yl)propionamide ClC=1C=CC(=NC1)NC([C@H](C)N1C[C@@H](C(CC1)(F)F)C=1N=CC(NC1)=O)=O